Cl.ClC1=CC=C(C=C1)C1=CC=C(N1C1=C(C=CC=C1)C(F)(F)F)C1=CC=C(C=C1)C(C(=O)NCCN(C)C)(C)C 2-[4-[5-(4-chlorophenyl)-1-[2-(trifluoromethyl)phenyl]pyrrol-2-yl]phenyl]-N-[2-(dimethylamino)ethyl]-2-methyl-propanamide hydrochloride